CC=1CC2=CC=CC(=C2C1)C1=CC=C(C=C1)C(C)(C)C 2-methyl-4-(4-tert-butylphenyl)-indene